FC1=CC2=C(N(C(=N2)C2=CC=C(C=C2)S(=O)(=O)C)C)C=C1C1CCN(CC1)C1CCN(CC1)CCOC 5-Fluoro-6-(1'-(2-methoxyethyl)-[1,4'-bipiperidin]-4-yl)-1-methyl-2-(4-(methylsulfonyl)phenyl)-1H-benzo[d]imidazol